3-(2-(5-((4-Fluorophenyl)sulfonyl)-2,5-diazabicyclo[2.2.1]heptan-2-yl)thiazol-5-yl)-5-(trifluoromethyl)-1,2,4-oxadiazole FC1=CC=C(C=C1)S(=O)(=O)N1C2CN(C(C1)C2)C=2SC(=CN2)C2=NOC(=N2)C(F)(F)F